(3S)-3-(5-{[(3S,4S)-1-{[8-fluoro-7-(morpholin-4-yl)isoquinolin-3-yl]methyl}-4-(methoxymethyl)pyrrolidin-3-yl]oxy}-1-oxo-2,3-dihydro-1H-isoindol-2-yl)piperidine-2,6-dione FC=1C(=CC=C2C=C(N=CC12)CN1C[C@H]([C@@H](C1)COC)OC=1C=C2CN(C(C2=CC1)=O)[C@@H]1C(NC(CC1)=O)=O)N1CCOCC1